O(C1=CC=CC=C1)C1=CC=C(C(=O)NCC(=O)N2[C@@H](C[C@H](C2)C2=CC=CC=C2)C(=O)O)C=C1 (2S,4S)-1-((4-phenoxybenzoyl)glycyl)-4-phenylpyrrolidine-2-carboxylic acid